C(C)(C)(C)OC(/C(=C/C=1OC=CC1)/NC1=NC=C(N=C1CC1=CC=CC=C1)C1=C(C=CC(=C1)O)Cl)=O (Z)-2-((3-benzyl-5-(2-chloro-5-hydroxyphenyl)pyrazin-2-yl)amino)-3-(furan-2-yl)acrylic acid tert-butyl ester